6,7-Dichloro-4-methyl-1H-benzo[d][1,2]oxazin-1-one ClC=1C(=CC2=C(C(=NOC2=O)C)C1)Cl